1-carboxy-hydrazine C(=O)(O)NN